BrC(C(=O)C1=CC=C(C=C1)NC(C1=C(C=CC=C1)C)=O)C N-(4-(2-bromopropanoyl)phenyl)-2-methylbenzamide